(1R,3S)-3-(5-amino-1-(tert-butyl)-1H-pyrazol-3-yl)cyclopentylbicyclo[1.1.1]pentane-1-ylcarbamate NC1=CC(=NN1C(C)(C)C)[C@@H]1C[C@@H](CC1)N(C([O-])=O)C12CC(C1)C2